4-dihydropyrazolo[3,4-d]pyrimidin-one N1NC=C2C1=NC=NC2=O